C(C)OC1=C(C=C(C=C1)S(=O)(=O)N1CCNCC1)C1=NN2C(C(N1)=O)=C(N=C2CCC)C 2-(2-ethoxy-5-(piperazin-1-ylsulfonyl)phenyl)-5-methyl-7-propylimidazo[5,1-f][1,2,4]triazin-4(3H)-one